3-benzyl-1-(4-bromophenyl)-1-((1r,4r)-4-(quinazolin-2-ylamino)cyclohexyl)urea C(C1=CC=CC=C1)NC(N(C1CCC(CC1)NC1=NC2=CC=CC=C2C=N1)C1=CC=C(C=C1)Br)=O